C1=C(C=CC=2OC3=C(C21)C=CC=C3)CNC3=CN=C(N(C3=O)CC(=O)OCCCC)C3=CC=C(C=C3)OC3COC3 butyl 2-(5-((dibenzo[b,d]furan-2-ylmethyl)amino)-2-(4-(oxetan-3-yloxy)phenyl)-6-oxopyrimidin-1(6H)-yl)acetate